2-((1-(azetidin-1-ylsulfonyl)cyclopropyl)methyl)-N-(4-chlorobenzyl)-1,6-dioxo-2,3,4,6-tetrahydro-1H-pyrido[1,2-a]pyrazine-7-carboxamide N1(CCC1)S(=O)(=O)C1(CC1)CN1C(C=2N(CC1)C(C(=CC2)C(=O)NCC2=CC=C(C=C2)Cl)=O)=O